4-(trifluoromethyl)1H-imidazole FC(C=1N=CNC1)(F)F